CN1C=NC=C1C(CNC(OC(C)(C)C)=O)=O tert-butyl [2-(1-methyl-1H-imidazol-5-yl)-2-oxoethyl]carbamate